(19R)-3-ethyl-16-fluoro-19-methyl-20-oxa-10-thia-3,4,9,11,23-pentaazapentacyclo[19.3.1.02,6.08,12.013,18]pentacosa-1(24),2(6),4,8,11,13,15,17,21(25),22-decaen-22-amine C(C)N1C=2C3=CN=C(C(O[C@@H](C4=CC(=CC=C4C4=NSN=C4CC2C=N1)F)C)=C3)N